O1C(CCCC1)N1C=NC=C1S(=O)(=N)C1=CC=C(C=N1)C(=O)O 6-[(3-tetrahydropyran-2-ylimidazol-4-yl)sulfonimidoyl]pyridine-3-carboxylic acid